3-(difluoromethylene)cyclobutan-1-ol FC(=C1CC(C1)O)F